triethoxyoctyl-silane barium sulfate S(=O)(=O)([O-])[O-].[Ba+2].C(C)OC(CCCCCCC[SiH3])(OCC)OCC